IC=1C=CC2=C(C(=NO2)CC(=O)OCC)C1 ethyl 2-(5-iodobenzo[d]isoxazol-3-yl)acetate